ClC=1C=NN(C(C1Cl)=O)[C@H](C(=O)NC1=CC(=C(C=C1)C)S(N(C)C)(=O)=O)C (S)-2-(4,5-dichloro-6-oxopyridazin-1(6H)-yl)-N-(3-(N,N-dimethylsulfamoyl)-4-methylphenyl)propanamide